1,4-butanedithiol diacetate C(C)(=O)O.C(C)(=O)O.C(CCCS)S